benzyl-(4-formylphenyl)carbamic acid tert-butyl ester C(C)(C)(C)OC(N(C1=CC=C(C=C1)C=O)CC1=CC=CC=C1)=O